methyl (S,E)-(1-((1-((4,6-difluoro-7-(3,3,3-trifluoropropyl)-1H-benzo[d]imidazol-2-yl)methyl)-2-oxo-1,2-dihydropyridin-3-yl)amino)-7-(dimethylamino)-1,7-dioxohept-5-en-2-yl)carbamate FC1=CC(=C(C=2NC(=NC21)CN2C(C(=CC=C2)NC([C@H](CC\C=C\C(=O)N(C)C)NC(OC)=O)=O)=O)CCC(F)(F)F)F